6-methylenedioxybenzisoxazole C1OC2=C(C3=C(C=NO3)C=C2)O1